C(C)(=O)NC1=CC=NN1C1=NN=C(S1)NC(=O)C1=CC(=C(C(O1)=O)OC)NC1=NC=CC=C1F N-(5-(5-acetamido-1H-pyrazol-1-yl)-1,3,4-thiadiazol-2-yl)-4-((3-fluoropyridin-2-yl)amino)-3-methoxy-2-oxo-2H-pyran-6-carboxamide